4-(3-ethylicosan-3-yl)oxazol-2(3H)-one C(C)C(CC)(CCCCCCCCCCCCCCCCC)C=1NC(OC1)=O